((1S,6R,7S)-3-(3-(7-fluoroquinolin-4-yl)-1H-pyrazolo[3,4-b]pyrazin-6-yl)-7-(5-methylisoxazol-3-yl)-3-azabicyclo[4.1.0]heptan-7-yl)methanamine FC1=CC=C2C(=CC=NC2=C1)C1=NNC2=NC(=CN=C21)N2C[C@@H]1[C@]([C@@H]1CC2)(C2=NOC(=C2)C)CN